ClC=1C=C(C=C(C1)Cl)C1=CC2=C(OC3=C2C=CC=C3)C=C1 2-(3,5-dichlorophenyl)dibenzo[b,d]furan